(R)-2-[2-chloro-4-(4-chlorophenoxy)phenyl]-1-(1,2,4-triazol-1-yl)pent-3-en-2-ol ClC1=C(C=CC(=C1)OC1=CC=C(C=C1)Cl)[C@@](CN1N=CN=C1)(C=CC)O